NC1=NC=CC(=C1CN1CCC(CC1)(F)F)OC1=C(C=C(C=C1)NC(=O)C=1C=NN(C1C(F)(F)F)C1=CC=CC=C1)F N-[4-[[2-amino-3-[(4,4-difluoro-1-piperidyl)methyl]-4-pyridyl]oxy]-3-fluoro-phenyl]-1-Phenyl-5-(trifluoromethyl)pyrazole-4-carboxamide